((S)-4-acryloyl-2-methylpiperazin-1-yl)-7-(2-amino-6-fluorophenyl)-6-fluoro-1-(2-isopropyl-4-(methylthio)pyridin-3-yl)pyrido[2,3-d]pyrimidin-2(1H)-one C(C=C)(=O)N1C[C@@H](N(CC1)C=1C2=C(N(C(N1)=O)C=1C(=NC=CC1SC)C(C)C)N=C(C(=C2)F)C2=C(C=CC=C2F)N)C